NC1=C(C=C(C=C1C)NC(OC(C)(C)C)=O)C tert-butyl (4-amino-3,5-dimethylphenyl)carbamate